methyl 2-(3-(4-(benzyloxy)phenyl)-1-methylureido)-5-oxo-5H-thieno[3,2-b]pyran-6-carboxylate C(C1=CC=CC=C1)OC1=CC=C(C=C1)NC(N(C)C1=CC=2OC(C(=CC2S1)C(=O)OC)=O)=O